3-(2-oxo-3-(3-(5,6,7,8-tetrahydro-1,8-naphthyridin-2-yl)propyl)imidazolidin-1-yl)propionic acid O=C1N(CCN1CCCC1=NC=2NCCCC2C=C1)CCC(=O)O